2-(2-bromoethoxy)-4-nitrobenzyl ether BrCCOC1=C(COCC2=C(C=C(C=C2)[N+](=O)[O-])OCCBr)C=CC(=C1)[N+](=O)[O-]